CC1=C(C=CC=C1C=1OC2=CC3=C(CN(CCO3)CC(=O)O)C=C2N1)C1=CC=CC=C1 2-(2-(2-methyl-[1,1'-biphenyl]-3-yl)-6,7-dihydrooxazolo[5',4':4,5]benzo[1,2-f][1,4]oxazepin-8(9H)-yl)acetic acid